(S)-1-benzyl-5-cyano-N-(5-methyl-4-oxo-2,3,4,5-tetrahydropyrido[3,2-b][1,4]oxazepin-3-yl)-1H-pyrazole-3-carboxamide C(C1=CC=CC=C1)N1N=C(C=C1C#N)C(=O)N[C@@H]1C(N(C2=C(OC1)C=CC=N2)C)=O